oxocyclooctanecarboxylate O=C1C(CCCCCC1)C(=O)[O-]